1-(2-(dimethylamino)ethyl)-3-(4-(1-(5,6,7,8-tetrahydronaphthalen-2-yl)-1H-benzo[d]imidazol-6-yl)phenyl)urea CN(CCNC(=O)NC1=CC=C(C=C1)C=1C=CC2=C(N(C=N2)C2=CC=3CCCCC3C=C2)C1)C